C(C)OC=1SC2=C(N(C(N(C2=O)C2=CC3=CN(N=C3C=C2)C)=O)C2=CC=C(C=C2)OC(F)F)N1 2-ethoxy-4-(4-(difluoromethoxy)phenyl)-6-(2-methyl-2H-indazol-5-yl)thiazolo[4,5-d]pyrimidine-5,7(4H,6H)-dione